OC[C@@H](C)N1C=CC2=C1N=C(N=C2NC2=NNC(=C2)C)NC2C1CC3(CC(CC2C3)C1)O (Trans)-4-[(7-[(2R)-1-hydroxypropan-2-yl]-4-[(5-methyl-1H-pyrazol-3-yl)amino]-7H-pyrrolo[2,3-d]pyrimidin-2-yl)amino]adamantan-1-ol